CC1=C(C=C(C(=O)NCC2=NC=C3C=CC(=NC3=C2)C2=CC=CC(=N2)N2CCN(C3CC23)C(=O)OC(C)(C)C)C=C1)S(=O)(=O)C tert-butyl 5-(6-(7-((4-methyl-3-(methylsulfonyl)benzamido)methyl)-1,6-naphthyridin-2-yl)pyridin-2-yl)-2,5-diazabicyclo[4.1.0]heptane-2-carboxylate